C1=C(C=CC2=CC=CC=C12)B(O)O 2-NAPHTHALENEBORONIC ACID